(S)-3-isopropyl-N,N-dimethyl-2-oxo-1,2,3,5-tetrahydro-4H-benzo[e][1,4]diazepine-4-carboxamide C(C)(C)[C@@H]1N(CC2=C(NC1=O)C=CC=C2)C(=O)N(C)C